eicosane-6,7-diol CCCCCC(C(CCCCCCCCCCCCC)O)O